BrCCCCCCC(=O)N1CCC(CC1)NC=1C2=C(N=CN1)NC=C2C(C2=C(C=C(C=C2)OC2=CC=CC=C2)Cl)=O 7-bromo-1-(4-((5-(2-chloro-4-phenoxybenzoyl)-7H-pyrrolo[2,3-d]pyrimidin-4-yl)amino)piperidin-1-yl)heptan-1-one